3-O-β-D-glucopyranosyl-L-ascorbic acid [C@@H]1([C@H](O)[C@@H](O)[C@H](O)[C@H](O1)CO)OC1=C(C(=O)O[C@@H]1[C@@H](O)CO)O